NC1=CC2=C(N(C(N2C(C)C)=O)C(C)C)C=C1 5-amino-1,3-diisopropyl-1H-benzo[d]imidazol-2(3H)-one